4-bromo-N-((1-(3-fluorobenzyl)-1H-1,2,3-triazol-4-yl)methyl)-3-nitrobenzamide BrC1=C(C=C(C(=O)NCC=2N=NN(C2)CC2=CC(=CC=C2)F)C=C1)[N+](=O)[O-]